(2S,5R)-2-(1-(4-bromophenyl)-4-(4-fluorophenyl)-1H-pyrrol-3-yl)-5-methyl-3-(2-(2-oxoindol-6-yl)ethyl)oxazolidin-4-one BrC1=CC=C(C=C1)N1C=C(C(=C1)C1=CC=C(C=C1)F)[C@@H]1O[C@@H](C(N1CCC=1C=CC2=CC(N=C2C1)=O)=O)C